3-(6-(4-methyl-3-oxopiperazin-1-yl)-5-oxo-4-((2-(trimethylsilyl)ethoxy)methyl)-4,5-dihydropyrazin-2-yl)propanal CN1C(CN(CC1)C=1C(N(C=C(N1)CCC=O)COCC[Si](C)(C)C)=O)=O